CN1C(C(=C(C=C1)[O-])NC(N[C@@H](CC(=O)[O-])C1=CC=C(C=C1)CC1=C(C=CC=C1)C)=O)=O.[Na+].[Na+] sodium (S)-3-(3-(1-methyl-4-oxido-2-oxo-1,2-dihydropyridin-3-yl)ureido)-3-(4-(2-methylbenzyl) phenyl)propanoate